5-(5-chloro-2-(pyridin-4-yl)pyrazolo[1,5-a]pyrimidin-7-yl)-2-oxa-5-azabicyclo[2.2.1]heptane ClC1=NC=2N(C(=C1)N1C3COC(C1)C3)N=C(C2)C2=CC=NC=C2